O=S1(CCN(CC1)C(CC1=NC=2C(=C3C(=NC2)NC=C3)N1C1CCC(CC1)CC#N)=O)=O 2-((1r,4r)-4-(2-(2-(1,1-dioxothiomorpholinyl)-2-oxoethyl)imidazo[4,5-d]pyrrolo[2,3-b]pyridin-1(6H)-yl)cyclohexyl)acetonitrile